10,13-dioxo-cis-6-octadecenoic acid O=C(CC\C=C/CCCCC(=O)O)CCC(CCCCC)=O